COC[C@H](N(C(=O)N1N=CN=C1)C)C1CCNC=2N1N=C(C2C(=O)N)C2=CC=C(C=C2)OC2=CC=CC=C2 7-((R)-2-methoxy-1-(N-methyl-1H-1,2,4-triazole-1-carboxamido)ethyl)-2-(4-phenoxyphenyl)-4,5,6,7-tetrahydropyrazolo[1,5-a]pyrimidine-3-carboxamide